6-[[[4-[2-hydroxy-4-(trifluoromethyl)phenyl]phthalazin-1-yl]amino]methyl]piperidin-2-one OC1=C(C=CC(=C1)C(F)(F)F)C1=NN=C(C2=CC=CC=C12)NCC1CCCC(N1)=O